BrC1=C2C(=C3C=CC(=NC3=C1Cl)OCC1CC(C1)O[Si](C)(C)C(C)(C)C)COC2 [3-[(4-Bromo-5-chloro-1,3-dihydrofuro[3,4-f]quinolin-7-yl)oxymethyl]cyclobutoxy]-tert-butyl-dimethyl-silane